BrC1=NN2N=CN=C(C2=C1)SC 6-bromo-4-(methylthio)pyrazolo[5,1-f][1,2,4]triazine